1,2-Bis(phenylamino)propan C1(=CC=CC=C1)NCC(C)NC1=CC=CC=C1